[[1-[[4-[[2-(Hydroxycarbamoyl)-4-methyl-pentanoyl]amino]phenyl]methyl]triazol-4-yl]methyl]-4-iodo-benzamide ONC(=O)C(C(=O)NC1=CC=C(C=C1)CN1N=NC(=C1)CC1=C(C(=O)N)C=CC(=C1)I)CC(C)C